tetrahydropyrrolizino[2,3-c]quinoline C1C=2C3=C(C=NC2CCC1)C=C1C=CCN13